C(C)C1=C(C=CC=C1)N=C=O 2-ethylphenylisocyanate